O1C=NC2=C1C=CC=C2COC=2C(=NC(=CC2)C)C=O 3-(benzo[d]oxazol-4-ylmethoxy)-6-methylpicolinaldehyde